C(CCCCCCC)S(=O)(=O)ON=C(C1=CC=CC=C1)C#N (n-octanesulfonyloxyimino)-benzyl cyanide